4-((5-fluoro-2-methoxy-3-(pyrimidin-2-yl)phenyl)amino)-N-(methyl-d3)pyridazine-3-carboxamide FC=1C=C(C(=C(C1)NC1=C(N=NC=C1)C(=O)NC([2H])([2H])[2H])OC)C1=NC=CC=N1